1,7-dimethylIndolin-2-one CN1C(CC2=CC=CC(=C12)C)=O